(R)-3-(1-amino-2-cyclobutylethyl)pyridin-2-amine N[C@H](CC1CCC1)C=1C(=NC=CC1)N